C(CCCCCCCCCCCCC)OC(CCCCCCC\C=C/CCCCCCCC)=O.COC1=CC2=C(N(N=N2)CC=O)C=C1 2-(5-methoxy-1H-benzo[d][1,2,3]triazol-1-yl)ethan-1-one Myristyloleat